(1R,2S,3R,4R,Z)-N-(4-fluoro-3-(trifluoromethyl)phenyl)-3-(2-methoxy-5-(3-oxocyclohexyl)benzamido)-7-(2,2,2-trifluoroethylidene)bicyclo[2.2.1]heptane-2-carboxamide FC1=C(C=C(C=C1)NC(=O)[C@H]1[C@H]/2CC[C@@H]([C@H]1NC(C1=C(C=CC(=C1)C1CC(CCC1)=O)OC)=O)\C2=C/C(F)(F)F)C(F)(F)F